[Na].C1OCC=2C(=CC=CC12)S 1,3-Dihydroisobenzofuran-4-thiol sodium